C[Si](C#CCCCO)(C)C 5-(trimethylsilyl)pent-4-yn-1-ol